C(C)(C)(C)OC(NCC=1C=NC(=C(C1)F)OCC)=O ((6-Ethoxy-5-fluoropyridin-3-yl)methyl)carbamic acid tert-butyl ester